CC1=NC=C(C=C1S(=O)(=O)N)C 2,5-dimethylpyridine-3-sulfonamide